(6R)-Ethyl 2-(1-amino-3-((tert-butyldiphenylsilyl)oxy)propan-2-yl)-5-(4-chloro-3-cyanobenzoyl)-6-methyl-4,5,6,7-tetrahydro-2H-pyrazolo[4,3-c]pyridine-3-carboxylate NCC(CO[Si](C1=CC=CC=C1)(C1=CC=CC=C1)C(C)(C)C)N1N=C2C(CN([C@@H](C2)C)C(C2=CC(=C(C=C2)Cl)C#N)=O)=C1C(=O)OCC